[N+](=O)([O-])C1=CC=C2NC=C(CCN)C2=C1 5-nitrotryptamine